N-((1H-imidazol-4-yl)(phenyl)methyl)-4-nitroaniline N1C=NC(=C1)C(NC1=CC=C(C=C1)[N+](=O)[O-])C1=CC=CC=C1